methyl (S)-2-((4-((6-((4-cyano-2-fluorophenoxy) methyl) pyridin-2-yl) thio) piperidin-1-yl) methyl)-1-(oxetan-2-ylmethyl)-1H-benzo[d]imidazole-6-carboxylate C(#N)C1=CC(=C(OCC2=CC=CC(=N2)SC2CCN(CC2)CC2=NC3=C(N2C[C@H]2OCC2)C=C(C=C3)C(=O)OC)C=C1)F